C(C)(C)C1=C(C=CC=C1)C1=NN2C(C=NC=C2CC2=CC=C(C=C2)C=2N(C=C(N2)C(F)(F)F)C)=N1 2-(2-isopropylphenyl)-5-(4-(1-methyl-4-(trifluoromethyl)-1H-imidazol-2-yl)benzyl)-[1,2,4]triazolo[1,5-a]pyrazine